(3S)-3-[4-(7H-pyrrolo[2,3-d]pyrimidin-4-yl)-1H-pyrazol-1-yl]butyronitrile N1=CN=C(C2=C1NC=C2)C=2C=NN(C2)[C@H](CC#N)C